ClC1=CC(=CC(=N1)C(=O)[O-])C 6-chloro-4-methylpicolinate